2-(4-tetrahydropyranyloxy)ethanol O1CCC(CC1)OCCO